(R)-(1-(2-hydroxyethyl)piperidin-3-yl)carbamic acid tert-butyl ester C(C)(C)(C)OC(N[C@H]1CN(CCC1)CCO)=O